iridium cobalt [Co].[Ir]